2-(3-methoxy-4-((4-methoxybenzyl)oxy)phenyl)-4,4,5,5-tetramethyl-1,3,2-dioxaborolane COC=1C=C(C=CC1OCC1=CC=C(C=C1)OC)B1OC(C(O1)(C)C)(C)C